7-(3-fluorobenzyl)-4-(2,4-difluorobenzyl)-6,7,8,9-tetrahydroimidazo[1,2-a]pyrido[3,4-e]pyrimidine-5(4H)-one FC=1C=C(CN2CC=3C(N(C=4N(C3CC2)C=CN4)CC4=C(C=C(C=C4)F)F)=O)C=CC1